N=1C=NN2C1C=C(C=C2)OC2=C(C=C(C=C2)NC2=NC=NC1=CC(=C(C=C21)NC(C(=CC2N(CCC2)C)F)=O)OCC)C N-(4-((4-([1,2,4]triazolo[1,5-a]pyridin-7-yloxy)-3-methylphenyl)amino)-7-ethoxyquinazolin-6-yl)-2-fluoro-3-(1-methylpyrrolidin-2-yl)acrylamide